CN(C(CN1CC(CCC1)C1=NNC2=CC(=C(C=C12)C)C=1C=C(C=2N(C1)N=CN2)C)=O)C N,N-dimethyl-2-(3-(5-methyl-6-(8-methyl-[1,2,4]triazolo[1,5-a]pyridin-6-yl)-1H-indazol-3-yl)piperidin-1-yl)acetamide